2-((1-(2-(4-(1-acetylazetidin-3-yl)phenyl)-6-methyl-4-oxo-4H-chromen-8-yl)ethyl)amino)benzoic acid C(C)(=O)N1CC(C1)C1=CC=C(C=C1)C=1OC2=C(C=C(C=C2C(C1)=O)C)C(C)NC1=C(C(=O)O)C=CC=C1